FC1=CC=C(C=C1)[C@H]1C[C@@H](CC1)N1C(OC=N1)=O 3-[(1R,3R)-3-(4-fluorophenyl)cyclopentyl]-1,3,4-oxadiazol-2-one